FC1C(C1)N1C(C(=CC=C1)NC(=O)C1=CC=2C(N=C1OC(C)C)=NN(C2)C21COC(C2)(C1)C)=O N-(1-(2-fluorocyclopropyl)-2-oxo-1,2-dihydropyridin-3-yl)-6-isopropoxy-2-(1-methyl-2-oxabicyclo[2.1.1]hexan-4-yl)-2H-pyrazolo[3,4-b]pyridine-5-carboxamide